BrC1=NN(C(=N1)C(CC(C1=CC=CC=C1)O[Si](C)(C)C(C)(C)C)O)C1OCCCC1 1-(3-bromo-1-(tetrahydro-2H-pyran-2-yl)-1H-1,2,4-triazol-5-yl)-3-((tert-butyldimethylsilyl)oxy)-3-phenylpropan-1-ol